C(C1=CC=CC=C1)OC(=O)N1[C@H](CN(CC1)C=1C2=C(N=C(N1)C(=O)OC)CN(CC2)C2=CC=CC1=CC=CC(=C21)C)CC#N methyl (S)-4-(4-((benzyloxy)carbonyl)-3-(cyanomethyl)piperazin-1-yl)-7-(8-methylnaphthalen-1-yl)-5,6,7,8-tetrahydropyrido[3,4-d]pyrimidine-2-carboxylate